BrC=1C(=NC(=CC1)Cl)CNC=O N-((3-bromo-6-chloropyridin-2-yl)methyl)formamide